C(CC)C(C(=O)N)CCC 2-propylpentanoic acid amide